N1-propyl-biguanide C(CC)NC(=N)NC(=N)N